C(CCCCCCCCCCCCCCC)(=O)C([C@@H](O)C(CCCCCCCCCCCCCCC)=O)NCCCN(C)C |r| DL-1,2-dipalmitoyl-dimethylaminopropyl-β-hydroxyethyl-amine